C1(CC1)NC(C1=C(C=C(C=C1OC)C1=CN=C2N1C=CC(=C2)C=2CCOCC2)OC(F)F)=O N-cyclopropyl-2-(difluoromethoxy)-4-[7-(3,6-dihydro-2H-pyran-4-yl)imidazo[1,2-a]pyridin-3-yl]-6-methoxy-benzamide